(±)-trans-4-Phenyl-N-{3-[4-(trifluoromethyl)phenoxy]phenyl}pyrrolidine-3-carboxamide hydrochloride Cl.C1(=CC=CC=C1)[C@H]1[C@@H](CNC1)C(=O)NC1=CC(=CC=C1)OC1=CC=C(C=C1)C(F)(F)F |r|